CC=1CC[C@H]([C@@H](C1)C=1C(=CC(=CC1O)CCCCC)O)C(=C)C (1'R,2'R)-5'-methyl-4-Pentyl-2'-(prop-1-en-2-yl)-1',2',3',4'-tetrahydro-[1,1'-biphenyl]-2,6-diol